C1(CCC1)OC1=NC=2N(C=C1C(=O)NC=1C=NN3C1N=CC(=C3)C)C=C(N2)C23COC(C2)(C3)C 7-Cyclobutoxy-2-(1-methyl-2-oxabicyclo[2.1.1]hexan-4-yl)-N-(6-methylpyrazolo[1,5-a]pyrimidin-3-yl)imidazo[1,2-a]pyrimidine-6-carboxamide